ClC1=C(C=CC(=C1)Cl)CN(C(=O)NCC1=CC=C(C=C1)OC(C)C)C1CCNCC1 1-[(2,4-dichlorophenyl)methyl]-1-(piperidin-4-yl)-3-{[4-(propan-2-yloxy)phenyl]methyl}urea